5-Ethyl-5-(((2-hexyldecyl)oxyl)methyl)-2,2-dimethyl-1,3-dioxane C(C)C1(COC(OC1)(C)C)COCC(CCCCCCCC)CCCCCC